N1(CCOCC1)C(=O)C=1C=CC2=C(O[C@H](CO2)COC2=CC=C(C=C2)[C@H](CC(=O)O)C#CC)C1 (S)-3-(4-(((S)-7-(morpholine-4-carbonyl)-2,3-dihydrobenzo[b][1,4]dioxin-2-yl)methoxy)phenyl)-4-hexynoic acid